CC(CCCC(C)C(C(C(C(=O)[O-])(C(C)CCCC(C)C)C(C)CCCC(C)C)(O)C(=O)[O-])C(=O)[O-])C Tri(6-methyl-2-heptyl)citrat